N-(3-(3,4-Difluorobenzylcarbamoyl)thiophen-2-yl)-4-(pyridin-2-yl)piperazine-1-carboxamide FC=1C=C(CNC(=O)C2=C(SC=C2)NC(=O)N2CCN(CC2)C2=NC=CC=C2)C=CC1F